BrC1=C(C(=C2N=C(C(NC2=C1)=O)C)F)F 7-bromo-5,6-difluoro-3-methyl-1H-quinoxalin-2-one